C(C)(C)(C)OC=1C=NC(=NC1)N1C=C(C=C1C)C(=O)NC1=CC(=CC(=C1)S(=O)(=O)C)Cl 1-(5-(tert-butoxy)pyrimidin-2-yl)-N-(3-chloro-5-(methylsulfonyl)phenyl)-5-methyl-1H-pyrrole-3-carboxamide